2-(2-(2,3-difluoro-4-(trifluoromethyl)phenoxy)acetyl)-8-(3-(trifluoromethyl)phenyl)-1,3,4,12a-tetrahydrobenzo[e]pyrazino[1,2-a][1,4]diazepine-6,12(2H,11H)-dione FC1=C(OCC(=O)N2CC3N(C(C4=C(NC3=O)C=CC(=C4)C4=CC(=CC=C4)C(F)(F)F)=O)CC2)C=CC(=C1F)C(F)(F)F